4-Azidomethyl-3-Nitrobenzoic Acid N(=[N+]=[N-])CC1=C(C=C(C(=O)O)C=C1)[N+](=O)[O-]